IC=1C=C(C=C(C1)I)CC 3,5-diiodoethylbenzene